CN1N=CC=C1C(=O)N[C@@H]1CCC2=CC(=CC=C12)C1=NOC(=N1)C([2H])([2H])[2H] (R)-1-methyl-N-(5-(5-(methyl-d3)-1,2,4-oxadiazol-3-yl)-2,3-dihydro-1H-inden-1-yl)-1H-pyrazole-5-carboxamide